cyclohexyl-sulfonyl-hydrazine C1(CCCCC1)S(=O)(=O)NN